FC([C@@H]1OC2(CCC2)CN(C1)C1=NC(=NC=C1F)NC1=C(C=CC=C1)S(=O)(=O)N)F (4-[(6R)-6-(difluoromethyl)-5-oxa-8-azaspiro[3.5]nonan-8-yl]-5-fluoropyrimidin-2-ylamino)benzenesulfonamide